CC1=CC=C(O1)C(=O)NC1=NC=CC=C1 5-methyl-N-(pyridin-2-yl)furan-2-carboxamide